C(#N)C=1C=NN(C1)C[C@H](C(=O)OCC)OC(NC1=C2CCCC2=CC=2CCCC12)=O Ethyl (2R)-3-(4-cyano-1H-pyrazol-1-yl)-2-{[(1,2,3,5,6,7-hexahydro-s-indacen-4-yl)carbamoyl]oxy}propanoate